CN1C(=NN=C1)C1(CC(C1)SC)C=1C=C(C=CC1)N1C(C2=CC(=CC(=C2C1)C(F)(F)F)CNC1(CCC1)C)=O 2-(3-((1s,3s)-1-(4-methyl-4H-1,2,4-triazol-3-yl)-3-(methylthio)cyclobutyl)phenyl)-6-(((1-methylcyclobutyl)amino)methyl)-4-(trifluoromethyl)isoindolin-1-one